isooctyl alcohol potassium [K].C(CCCCC(C)C)O